N-(6-hydroxyhexyl)-2-(7-phenyl-2,7-diazaspiro[4.4]nonan-2-yl)isonicotinamide OCCCCCCNC(C1=CC(=NC=C1)N1CC2(CC1)CN(CC2)C2=CC=CC=C2)=O